BrC=1C=CC(=NC1C1=C(C=CC=C1C)C)N 5-bromo-6-(2,6-dimethylphenyl)pyridin-2-amine